[2-(PROP-2-EN-1-YLOXY)NAPHTHALEN-1-YL]BORANEDIOL C(C=C)OC1=C(C2=CC=CC=C2C=C1)B(O)O